perfluoroiodo-vinyl ether FC(=C(I)F)OC(=C(F)I)F